N,1-dimethylaniline CNC1(CC=CC=C1)C